[N+](=O)([O-])C=1C=CC=C(C(=O)[O-])C1 5-nitrobenzoate